[N].N1=C(C=CC=C1)C1=NC=CC=C1.N1=C(C=CC=C1)C1=NC=CC=C1.N1=C(C=CC=C1)C1=NC=CC=C1.N1=C(C=CC=C1)C1=NC=CC=C1 tetrabipyridine nitrogen